rac-5-[4-Amino-2-(N-(2-amino-1-methyl-2-oxoethyl)-4-fluoroanilino)thiazol-5-carbonyl]-N-cyclobutyl-isoxazol-3-carboxamid NC=1N=C(SC1C(=O)C1=CC(=NO1)C(=O)NC1CCC1)N(C1=CC=C(C=C1)F)[C@@H](C(=O)N)C |r|